Methyl N-((4-amino-1-((2-(trimethylsilyl)ethoxy)methyl)-1H-indol-3-yl)methyl)-N-((4-methoxyphenyl)sulfonyl)glycinate NC1=C2C(=CN(C2=CC=C1)COCC[Si](C)(C)C)CN(CC(=O)OC)S(=O)(=O)C1=CC=C(C=C1)OC